6-(2-Chloro-3-methoxyphenyl)-2-(pyrimidin-2-yl)-5,6,7,8-tetrahydrophthalazin-1(2H)-one ClC1=C(C=CC=C1OC)C1CC=2C=NN(C(C2CC1)=O)C1=NC=CC=N1